NCC1=CC=C(C=C1)C1=CC(=C(C=C1)OCC)S(=O)(=O)N1CCC2(C[C@H](CO2)NC[C@@H](COC2=CC(=CC=C2)S(=O)(=O)C2CC2)O)CC1 (S)-1-((R)-8-(4'-(aminomethyl)-4-ethoxybiphenyl-3-ylsulfonyl)-1-oxa-8-azaspiro[4.5]decan-3-ylamino)-3-(3-(cyclopropylsulfonyl)phenoxy)propan-2-ol